(R)-1-N-BOC-β-proline CC(C)(C)OC(=O)N1CC[C@H](C1)C(=O)O